2-chloro-4-methylsulfonyl-meta-xylene ClC1=C(C=CC(=C1C)S(=O)(=O)C)C